N[C@](C(=O)O)(C[Se]CC#C)C (R)-2-amino-2-methyl-3-(prop-2-yn-1-ylselanyl)propanoic acid